5-[4-amino-5-(trifluoromethyl)pyrrolo[2,1-f][1,2,4]triazin-7-yl]-4-fluoro-N-[(3R,4S)-4-fluoro-1-(1,3-thiazole-4-carbonyl)pyrrolidin-3-yl]-2-methylbenzamide NC1=NC=NN2C1=C(C=C2C=2C(=CC(=C(C(=O)N[C@@H]1CN(C[C@@H]1F)C(=O)C=1N=CSC1)C2)C)F)C(F)(F)F